1-(p-fluorophenylthio)-2-naphthol FC1=CC=C(C=C1)SC1=C(C=CC2=CC=CC=C12)O